[Na].FC1=CC=C(C=C1)C=1C=C2C(=NC=NC2=C(C1)OCCOCCO)NCC=1N=NC(=CC1)C 2-[2-[6-(4-fluorophenyl)-4-[(6-methylpyridazin-3-yl)methylamino]quinazolin-8-yl]oxyethoxy]ethanol sodium